N1CC(C1)NC=1C=CC(=C(C(=O)N[C@H](C)C2=CC(=CC=C2)C=2SC(=CC2)CNC(C(C(F)(F)F)(F)F)=O)C1)C (R)-5-(azetidin-3-ylamino)-2-methyl-N-(1-(3-(5-((2,2,3,3,3-pentafluoropropanamido)methyl)thiophen-2-yl)phenyl)ethyl)benzamide